C1(CC1)C=1C=C(OCC(=O)C2=NN(C=C2)COCC[Si](C)(C)C)C=CC1 2-(3-cyclopropylphenoxy)-1-[1-(2-trimethylsilylethoxymethyl)pyrazol-3-yl]ethanone